1-(6-chloropyridazin-3-yl)piperidin-3-amine ClC1=CC=C(N=N1)N1CC(CCC1)N